C[C@H]([O-])C1N(CCC1)C1=NN2C(C(=N1)NC=1SC=CN1)=CC=C2 methyl-(S)-(1-(4-(thiazol-2-ylamino)pyrrolo[2,1-f][1,2,4]triazin-2-yl)pyrrolidin-2-yl)methanolate